CC=1C=NN2C1N=C(C=C2)C2=NC(=NC=C2)S(=O)(=O)C 3-methyl-5-(2-methylsulfonylpyrimidin-4-yl)pyrazolo[1,5-a]pyrimidine